acryloyl-oxyethyl-hexahydrophthalimide C(C=C)(=O)OCCC12C(=O)NC(C1CCCC2)=O